N[C@@H]1C2=CC=CC=C2CC12CCN(CC2)C2=CN=C1C(=N2)NN=C1C(=C)C1=CC(=NC=C1)C#N (S)-4-(1-(6-(1-amino-1,3-dihydro-spiro[inden-2,4'-piperidin]-1'-yl)-1H-pyrazolo[3,4-b]pyrazin-3-yl)vinyl)pyridinonitrile